isostearate (Isopropyl Isostearate) C(C)(C)C(C(=O)O)CCCCCCCCCCCCCC(C)C.C(CCCCCCCCCCCCCCC(C)C)(=O)O